C(C)(C)(C)[NH3+] t-butylaminium